SC1=NC(=CC(=N1)N)N 2-mercapto-4,6-diamino-pyrimidine